FC(CC)(F)C=1C=C(C=CC1)NC(=O)C1C(=NN(C1=O)C1=CC=C2C=CN(C2=C1)C(C1=CC=C(C=C1)O)=O)C N-(3-(1,1-difluoropropyl)phenyl)-1-(1-(4-hydroxybenzoyl)-1H-indol-6-yl)-3-methyl-5-oxo-4,5-dihydro-1H-pyrazole-4-carboxamide